(4-hydroxy-3-methoxybenzyl)octanamide OC1=C(C=C(CC(C(=O)N)CCCCCC)C=C1)OC